OC1=CC2=C(C(CO2)NC(C=C)=O)C=C1 N-(6-hydroxy-2,3-dihydrobenzofuran-3-yl)acrylamide